ethylene carbonate diethyl-carbonate C(C)OC(OCC)=O.C1(OCCO1)=O